2-((1-methyl-3-(oxetan-3-yloxy)-1H-pyrazol-4-yl)amino)-7-((cis)-4-methyltetrahydrofuran-3-yl)-7H-pyrrolo[2,3-d]pyrimidine-6-carbonitrile CN1N=C(C(=C1)NC=1N=CC2=C(N1)N(C(=C2)C#N)[C@@H]2COC[C@@H]2C)OC2COC2